3-cyano-4-(5-(6-((6-methoxypyridin-3-yl)methyl)-3,6-diazabicyclo[3.1.1]heptane-3-yl)pyrazin-2-yl)pyrazolo[1,5-a]pyridin-6-ylmorpholine-4-carboxylate C(#N)C=1C=NN2C1C(=CC(=C2)OC(=O)N2CCOCC2)C2=NC=C(N=C2)N2CC1N(C(C2)C1)CC=1C=NC(=CC1)OC